C1(CCCCC1)C1=NC2=CC(=C(C=C2C(=N1)NC1CCN(CC1)C(C)C)OC)OCCOCCN(C)C 2-cyclohexyl-7-(2-(2-(dimethylamino)ethoxy)ethoxy)-N-(1-isopropylpiperidin-4-yl)-6-methoxyquinazolin-4-amine